C(#N)C1=NC2=CC(=CC(=C2N=C1N1CC2(CCC(N2)=O)CC1)[C@@H](C)NC1=C(C(=O)O)C=CC=C1)C 2-(((1R)-1-(2-cyano-7-methyl-3-(2-oxo-1,7-diazaspiro[4.4]nonan-7-yl)-quinoxalin-5-yl)ethyl)amino)benzoic acid